F[C@@H]1SC2=C(O[C@@H](C1)C)C(=CC=C2)F (cis)-4,9-difluoro-2-methyl-3,4-dihydro-2H-benzo[b][1,4]oxathiepine